4,4'-Methylen-bis(2-methylcyclohexyl-amin) C(C1CC(C(CC1)N)C)C1CC(C(CC1)N)C